C(C)(C)(C)OC(=O)N1CCC2(CN(C2)C2=NC=CC(=N2)COC2=CC=C(C=C2)C(C)(C)C2=CC(=CC(=C2)C#N)Cl)CC1 tert-butyl-2-(4-((4-(2-(3-chloro-5-cyanophenyl)propan-2-yl)phenoxy)methyl)pyrimidin-2-yl)-2,7-diazaspiro[3.5]nonane-7-carboxylate